C(C1=CC=CC=C1)N(C(C)=O)C1=C(C(=NC=C1C(=O)OCC)Cl)F ethyl 4-(N-benzylacetamido)-6-chloro-5-fluoronicotinate